Cl.NCC=1C=NN(C1)CC1=CC2=C(C(=NO2)NS(=O)(=O)C2=CC(=NC=C2OC)CC)C(=C1)OC N-(6-((4-(aminomethyl)-1H-pyrazol-1-yl)methyl)-4-methoxybenzo[d]isoxazol-3-yl)-2-ethyl-5-methoxypyridine-4-sulfonamide hydrochloride